BrC=1C=C(C=2N(C1)C=CN2)F 6-Bromo-8-fluoroimidazo[1,2-a]pyridine